ethyl-2-bromo-1,3-oxazole C(C)C=1N=C(OC1)Br